2,2-dimethylbenzo[d][1,3]dioxolane-5-amine CC1(OC2=C(O1)C=CC(=C2)N)C